(Z)-rhapontigenin C1(=CC(O)=CC(O)=C1)\C=C/C1=CC(O)=C(OC)C=C1